N-(6-(2-((Dimethylamino)methyl)pyrimidin-5-yl)-2-methoxypyridin-3-yl)-4-methyl-1-phenyl-1H-1,2,3-triazole-5-carboxamide CN(C)CC1=NC=C(C=N1)C1=CC=C(C(=N1)OC)NC(=O)C1=C(N=NN1C1=CC=CC=C1)C